CNC=1C=C2C(=NC1)NC(=N2)C2=NN(C=1C[C@@]3([C@H](CC21)C3)C)COCC[Si](C)(C)C N-Methyl-2-((4aS,5aR)-5a-methyl-1-((2-(trimethylsilyl)ethoxy)methyl)-1,4,4a,5,5a,6-hexahydrocyclopropa[f]indazol-3-yl)-3H-imidazo[4,5-b]pyridin-6-amine